(2S,2'S)-1,1'-(((((2,2'-dimethyl-[1,1'-biphenyl]-3,3'-diyl)bis(azanediyl))bis(carbonyl))bis(pyridine-6,3-diyl))bis(methylene))bis(azetidine-2-carboxylic acid) CC1=C(C=CC=C1NC(=O)C1=CC=C(C=N1)CN1[C@@H](CC1)C(=O)O)C1=C(C(=CC=C1)NC(=O)C1=CC=C(C=N1)CN1[C@@H](CC1)C(=O)O)C